COC(=O)C=1C=C(C(=C2C(=C(NC12)C)C)N1C[C@H](CCC1)N)F (S)-4-(3-aminopiperidin-1-yl)-5-fluoro-2,3-dimethyl-1H-indole-7-carboxylic acid methyl ester